CC(C)(C(C(C)C)O)C 2,2,4-Trimethyl-3-pentanol